CN(C=N)C N,N-dimethylformimidamide